5-cyclopropylbenzo[h]isoquinoline-8-carboxylic acid C1(CC1)C1=C2C=CN=CC2=C2C(=C1)C=C(C=C2)C(=O)O